methyl (S)-3-(8-(2-chloro-4-cyanophenyl)quinolin-5-yl)-2-(2,6-dichloro-4-(3-hydroxy-3-methylbut-1-yn-1-yl)benzamido)propanoate ClC1=C(C=CC(=C1)C#N)C=1C=CC(=C2C=CC=NC12)C[C@@H](C(=O)OC)NC(C1=C(C=C(C=C1Cl)C#CC(C)(C)O)Cl)=O